2-{3-[(1R)-1-({6-[(3R)-3-(dimethylamino)pyrrolidin-1-yl]-2-methylpyrido[3,4-d]pyrimidin-4-yl}amino)ethyl]-2-fluorophenyl}-2,2-difluoroethan-1-ol CN([C@H]1CN(CC1)C1=CC2=C(N=C(N=C2N[C@H](C)C=2C(=C(C=CC2)C(CO)(F)F)F)C)C=N1)C